C(C)(C)(C)OC(=O)N[C@@H](C(=O)O)CNC(C1=CC(=CC(=C1)C)F)=O.N[C@@H](C(=O)O)CNC(C1=CC(=CC(=C1)C)F)=O (R)-2-amino-3-(3-fluoro-5-methylbenzamido)propanoic acid (R)-2-((tert-butoxycarbonyl)amino)-3-(3-fluoro-5-methylbenzamido)propanoate